FC1=C(NC=2C(=NC(=C(N2)NC)C=2C3=C(C=NC2)N(C=N3)C)C(=O)N)C=CC(=C1F)N1CCOCC1 3-(2,3-difluoro-4-morpholino-anilino)-5-(methylamino)-6-(3-methylimidazo[4,5-c]pyridin-7-yl)pyrazine-2-carboxamide